Tert-Butyl 4-chloro-7-nitro-1-oxoisoindoline-2-carboxylate ClC1=C2CN(C(C2=C(C=C1)[N+](=O)[O-])=O)C(=O)OC(C)(C)C